C(C)C=1C(=CC=C2C=C(C=C(C12)C1=C(C=2N=C(N=C(C2C=N1)N1C[C@@H]([C@H](CC1)F)O)OC[C@]12CCCN2C[C@@H](C1)F)F)O)F (3S,4S)-1-(7-(8-ethyl-7-fluoro-3-hydroxynaphthalen-1-yl)-8-fluoro-2-(((2R,7aS)-2-fluorohexahydro-1H-pyrrolizin-7a-yl)methoxy)pyrido[4,3-d]pyrimidin-4-yl)-4-fluoropiperidin-3-ol